CSC=1C(=NNC1)C(=O)O 4-(methylthio)-1H-pyrazole-3-carboxylic acid